9,10-bis-dodecanoyloxy-octadecanoic acid decyl ester C(CCCCCCCCC)OC(CCCCCCCC(C(CCCCCCCC)OC(CCCCCCCCCCC)=O)OC(CCCCCCCCCCC)=O)=O